OCCCN(CCCOCCC(C(=O)[O-])(CCCCCCCC)CCCCCC)CCCOCCC(C(=O)[O-])(CCCCCCCC)CCCCCC ((((3-Hydroxypropyl)azanediyl)bis(propane-3,1-diyl))bis(oxy))bis(ethane-2,1-diyl)bis(2-hexyldecanoate)